(1R,3S,5R)-2-(2-(3-acetyl-7-methyl-5-(2-methylpyrimidin-5-yl)-1H-indazol-1-yl)acetyl)-N-(6-bromo-3-methylpyridin-2-yl)-5-((ethylamino)-methyl)-2-azabicyclo[3.1.0]hexane-3-carboxamide C(C)(=O)C1=NN(C2=C(C=C(C=C12)C=1C=NC(=NC1)C)C)CC(=O)N1[C@@H]2C[C@@]2(C[C@H]1C(=O)NC1=NC(=CC=C1C)Br)CNCC